O.Cl.N1=CC=CC=C1C1=C(C(NC(=C1)C)=O)C#N Pyridin-6-yl-6-methyl-2-oxo-3-pyridinecarbonitrile hydrochloride monohydrate